FC(CC)(F)C=1C=C(C=CC1)NC(=O)C1=NC(=NC(=C1)C)C=1C=C(C=C(C1)C)C1=CC=CC=C1 N-(3-(1,1-difluoropropyl)phenyl)-6-methyl-2-(5-methyl-[1,1'-biphenyl]-3-yl)pyrimidine-4-carboxamide